ClC1=NC=C(C(=N1)C=1C=NN(C1)C1CCCCC1)Cl 2,5-dichloro-4-(1-cyclohexyl-1H-pyrazol-4-yl)pyrimidine